6-[2-[(1S,5R)-3-azabicyclo[3.1.0]hexan-6-yl]-8-methoxy-imidazo[1,2-a]pyridin-6-yl]-8-(difluoromethyl)-2-methyl-imidazo[1,2-b]pyridazine [C@@H]12CNC[C@H]2C1C=1N=C2N(C=C(C=C2OC)C=2C=C(C=3N(N2)C=C(N3)C)C(F)F)C1